COC=1C(=NC=C(C=O)C1)N1[C@H](COCC1)C (S)-5-methoxy-6-(3-methylmorpholino)nicotinaldehyde